CC1(CCN(CC1)C1=C(C=CC=C1)C(C)S(=O)(=O)C1=CC(=CS1)S(=O)(=O)N(C)C)C 5-[[1-[2-(4,4-Dimethyl-1-piperidinyl)phenyl]ethyl]sulfonyl]-N,N-dimethylthiophene-3-sulfonamide